C1(N=CC2=C1C1=C3C=4N(C=CC=CN3C=3C=CC=CC31)C3=CC=CC=C3C24)=O diindolo[1,2,3-fg:3',2',1'-kl]pyrrolo[3,4-i][1,6]benzodiazocin-1-one